(Z)-3-(4-chlorophenyl)-N-((4-chlorophenyl)sulfonyl)-4-phenyl-4,5-dihydro-1H-pyrazole ClC1=CC=C(C=C1)C1=NN(CC1C1=CC=CC=C1)S(=O)(=O)C1=CC=C(C=C1)Cl